COC1=C(C(=CC=C1)OC)\N=C(/NS(=O)(=O)[C@H]([C@H](C1=NC=C(C=N1)C)OC(C)C)C)\NN (Z)-N'-(2,6-dimethoxyphenyl)-N-(((1S,2S)-1-isopropoxy-1-(5-methylpyrimidin-2-yl)propan-2-yl)sulfonyl)hydrazinecarboximidamide